4-methyl-N-(6-(6-methyl-4,8-dioxo-1,3,6,2-dioxazaborocan-2-yl)hex-4-yn-1-yl)benzenesulfonamide CC1=CC=C(C=C1)S(=O)(=O)NCCCC#CCB1OC(CN(CC(O1)=O)C)=O